2-(4-chlorophenyl)benzotriazol-5-amine ClC1=CC=C(C=C1)N1N=C2C(=N1)C=CC(=C2)N